2-[5-Bromo-2-(trifluoromethoxy)phenyl][1,2,4]triazolo[1,5-c]quinazolin-5(6H)-one BrC=1C=CC(=C(C1)C1=NN2C(NC=3C=CC=CC3C2=N1)=O)OC(F)(F)F